FC=1C=C(C=C(C1)F)[C@@H]1CC[C@H]2OC3(C(N21)=O)CCN(CC3)C(=O)C3=CC=C(C#N)C=C3 4-((5'S,7a'R)-5'-(3,5-difluorophenyl)-3'-oxo-tetrahydro-3'H-spiro[piperidine-4,2'-pyrrolo-[2,1-b]oxazole]-1-carbonyl)benzonitrile